CC(C)S(=O)(=O)OC1=C(C=CC=C1)NC(=O)NC1=CC(=CC=C1)OS(=O)(=O)C(C)C N-[2-(2-propanesulfonyloxy)phenyl]-N'-[3-(2-propanesulfonyloxy)phenyl]urea